methyl-N-(3-(1-methyl-1H-pyrazol-4-yl)phenyl)-[1,2,4]triazolo[4,3-a]quinazolin-5-amine CC1=NN=C2N1C1=CC=CC=C1C(=N2)NC2=CC(=CC=C2)C=2C=NN(C2)C